BrC=1C=C(C=CC1)C(O)(C1=NN=C(N1C)S)C1CCC1 (3-bromophenyl)(cyclobutyl)(5-mercapto-4-methyl-4H-1,2,4-triazol-3-yl)methanol